O[C@@H]1C[C@H](N(C1)C([C@H](C(C)C)N1C(C2=CC=CC=C2C1)=O)=O)C(=O)N[C@@H](C)C1=CC=C(C=C1)C1=C(N=CS1)C (2S,4R)-4-hydroxy-N-[(1S)-1-[4-(4-methyl-1,3-thiazol-5-yl)phenyl]ethyl]-1-[(2S)-3-methyl-2-(1-oxo-2,3-dihydro-1H-isoindol-2-yl)butanoyl]pyrrolidine-2-carboxamide